FC=1C=C(C(=O)OC)C=C(C1C)O methyl 3-fluoro-5-hydroxy-4-methylbenzoate